NC1=NC=CC(=N1)C=1C2=C(C(=NC1)NCC=1C=C(C(=O)NCC3CC(C3)OC)C=CC1)CCO2 3-(((7-(2-aminopyrimidin-4-yl)-2,3-dihydrofuro[3,2-c]pyridin-4-yl)amino)methyl)-N-(((1r,3r)-3-methoxycyclobutyl)methyl)benzamide